methyl (3aR,4S,6R,6aS)-6-{4-chloropyrrolo[2,3-d]pyrimidin-7-yl}-2,2-dimethyl-tetrahydro-3aH-cyclopenta[d][1,3]dioxole-4-carboxylate ClC=1C2=C(N=CN1)N(C=C2)[C@@H]2C[C@@H]([C@@H]1[C@H]2OC(O1)(C)C)C(=O)OC